2-((4-chlorobenzyl)thio)-4,5,6-trifluorobenzo[d]oxazole ClC1=CC=C(CSC=2OC3=C(N2)C(=C(C(=C3)F)F)F)C=C1